ClC1=C(C=CC=C1NC(=O)C=1C(N(C(N(C1)C)=O)C)=O)C1=C(C(=CC=C1)C1=NC(=C(C=C1)CNC[C@H](C)O)OC)Cl (S)-N-(2,2'-dichloro-3'-(5-(((2-hydroxypropyl)amino)methyl)-6-methoxypyridin-2-yl)-[1,1'-biphenyl]-3-yl)-1,3-dimethyl-2,4-dioxo-1,2,3,4-tetrahydropyrimidine-5-carboxamide